BrC1=C(C=C2C(=NC(=NC2=C1F)Cl)N1C2CN(C(C1)CC2)C(=O)OC(C)(C)C)Cl tert-butyl 5-(7-bromo-2,6-dichloro-8-fluoroquinazolin-4-yl)-2,5-diazabicyclo[2.2.2]octane-2-carboxylate